1-(3-(4-((5-cyclopropyl-1H-pyrazol-3-yl)amino)pyrimidin-2-yl)-3-azabicyclo[3.1.1]heptan-1-yl)ethan-1-ol C1(CC1)C1=CC(=NN1)NC1=NC(=NC=C1)N1CC2(CC(C1)C2)C(C)O